5-bromo-N-methyl-1H-1,3-benzodiazole-2-amine BrC1=CC2=C(NC(=N2)NC)C=C1